3-[1-oxo-4-[(1-piperazin-1-yl-cyclopropyl)methoxy]isoindolin-2-yl]piperidine-2,6-dione O=C1N(CC2=C(C=CC=C12)OCC1(CC1)N1CCNCC1)C1C(NC(CC1)=O)=O